C(CCCC)I amyl-iodine